N1=C(C=CC=C1)N1CCNCC1 4-pyridin-2-ylpiperazin